N-hydroxymethyl-amino-phenoxy-cyclotriphosphazene OCN1P=NP(N(P1)N)OC1=CC=CC=C1